tributoxytitanium (ethylacetoacetate) C(C)CC(CC(=O)[O-])=O.C(CCC)O[Ti+](OCCCC)OCCCC